4-(3-methoxypropyl)phenylboronic acid pinacol ester COCCCC1=CC=C(C=C1)B1OC(C)(C)C(C)(C)O1